C(C)C1=NC(=NO1)C=1C=C2CC[C@H](C2=CC1)NC(=O)C1=NON=C1C (R)-N-(5-(5-ethyl-1,2,4-oxadiazol-3-yl)-2,3-dihydro-1H-inden-1-yl)-4-methyl-1,2,5-oxadiazole-3-carboxamide